Methyl-4-(8,8,11-trimethyl-4-oxo-2-(2-oxopropyl)-5-pentyl-4H,8H-benzo[c][1,3]dioxino[4,5-f]chromen-2-yl)benzoat COC(C1=CC=C(C=C1)C1(OC(C=2C(=C3C4=C(C(OC3=CC2CCCCC)(C)C)C=CC(=C4)C)O1)=O)CC(C)=O)=O